2,4-dimethyl-5-vinylpyrimidine CC1=NC=C(C(=N1)C)C=C